N1=CC=C(C2=CC=CN=C12)N1C=NC2=C3C=CC=NC3=C3N=CC=CC3=C21 (1,8-naphthyridine-4-yl)-1H-imidazo[4,5-f][1,10]phenanthroline